ClC1=C(C=C2C(=CNC2=C1)C=O)F 6-CHLORO-5-FLUOROINDOLE-3-CARBOXALDEHYDE